4-(1-(4-methoxy-3-propoxyphenyl)-1H-pyrazol-3-yl)-1,2-oxaborolan-2-ol COC1=C(C=C(C=C1)N1N=C(C=C1)C1CB(OC1)O)OCCC